2-methyl-1-[4-(methoxythio)phenyl]-2-morpholinopropane-1-one CC(C(=O)C1=CC=C(C=C1)SOC)(C)N1CCOCC1